4-[(1S,4R,5R)-5-[[5-cyclopropyl-3-(2,6-dichlorophenyl)-1,2-oxazol-4-yl]methoxy]-3-oxo-2-azabicyclo[2.2.1]heptan-2-yl]-2-fluorobenzoic acid C1(CC1)C1=C(C(=NO1)C1=C(C=CC=C1Cl)Cl)CO[C@H]1[C@@H]2C(N([C@H](C1)C2)C2=CC(=C(C(=O)O)C=C2)F)=O